di-(4-tert.-Butylcyclohexyl)peroxydicarbonat C(C)(C)(C)C1CCC(CC1)OC(=O)OOC(=O)OC1CCC(CC1)C(C)(C)C